C(C)(C)(C)C1=C(C(=C(CN2C(N(C(N(C2=O)CC2=C(C(=C(C=C2C)C(C)(C)C)O)C)=O)CC2=C(C(=C(C=C2C)C(C)(C)C)O)C)=O)C(=C1)C)C)O 1,3,5-tris(4-t-butyl-3-hydroxyl-2,6-dimethylbenzyl)-1,3,5-triazine-2,4,6(1H,3H,5H)-trione